(3-(triphenylsilyl)phenyl)boronic acid C1(=CC=CC=C1)[Si](C=1C=C(C=CC1)B(O)O)(C1=CC=CC=C1)C1=CC=CC=C1